N-(2-(4,4-difluorocyclohexyl)-4-(2,5-difluorophenyl)pyridin-3-yl)-2-((2,2-difluoroethyl)amino)pyrimidine-5-carboxamide FC1(CCC(CC1)C1=NC=CC(=C1NC(=O)C=1C=NC(=NC1)NCC(F)F)C1=C(C=CC(=C1)F)F)F